N-cyclopropyl-2-(difluoromethoxy)-6-methoxy-4-[7-[(2-methyl-2-piperidyl)methoxy]imidazo[1,2-a]pyridin-3-yl]benzamide C1(CC1)NC(C1=C(C=C(C=C1OC)C1=CN=C2N1C=CC(=C2)OCC2(NCCCC2)C)OC(F)F)=O